COC(CCC[C@H](C)C1=NC2=C(N1C1=CC=CC3=CC=CC=C13)C=CC=C2)=O (S)-Methyl-5-(1-(naphthalene-1-yl)-1H-benzo[d]imidazole-2-yl)hexanoate